BrC=1C=CC=2C=3N(C=NC2C1)N=C(N3)C3=CC=C(C=C3)OC 8-bromo-2-(4-methoxyphenyl)[1,2,4]triazolo[1,5-c]quinazolin